1-[5-(5-chloro-2-methoxypyridin-4-yl)-1H-pyrazole-3-carbonyl]-methyl 2,5-dimethyl-piperidine-4-carboxylate CC1NCC(C(C1)C(=O)OCC(=O)C1=NNC(=C1)C1=CC(=NC=C1Cl)OC)C